2-(chloromethyl)-4-fluoro-1-(4-fluorophenyl)sulfonyl-benzene ClCC1=C(C=CC(=C1)F)S(=O)(=O)C1=CC=C(C=C1)F